C(#N)C1=CC=C(C=C1)N1CC2=CC=C(C=C2CC1)CCC(=O)O 3-(2-(4-cyanophenyl)-1,2,3,4-tetrahydroisoquinolin-6-yl)propionic acid